FC(C1=NC=CC(=C1)N1C(C=C(C=C1)O)=O)F 1-[2-(difluoromethyl)-4-pyridyl]-4-hydroxy-pyridin-2-one